bis(1-indenyl)titanium (IV) dichloride [Cl-].[Cl-].C1(C=CC2=CC=CC=C12)[Ti+2]C1C=CC2=CC=CC=C12